BrC=1C=C(C(=NC1)OCCCN(C)C)NS(=O)(=O)C1=CC=C(C=C1)NC(C)=O N-(4-(N-(5-Bromo-2-(3-(dimethylamino)propoxy)pyridin-3-yl)sulfamoyl)phenyl)acetamide